1-Methylguanine CN1C(N)=NC=2N=CNC2C1=O